1-(5-(5-(3-ethoxy-3-oxo-1-(1,2,3,4-tetrahydroisoquinolin-7-yl)propyl)-4-methyl-1H-benzo[d][1,2,3]triazol-1-yl)pentyl)piperidine-4-carboxylic acid C(C)OC(CC(C1=CC=C2CCNCC2=C1)C1=C(C2=C(N(N=N2)CCCCCN2CCC(CC2)C(=O)O)C=C1)C)=O